NC=1C=2N(C3=CC(=CC=C3N1)C(=O)N([C@@H]1COC(C3=CC=C(C=C13)C(F)(F)F)C)C)C=NC2 4-amino-N-methyl-N-((4S)-1-methyl-6-(trifluoromethyl)isochroman-4-yl)imidazo[1,5-a]quinoxaline-8-carboxamide